BrC=1C=C2C=CN=C(C2=CC1)C(=O)NC1=CC=C(C=C1)OC(F)(F)F 6-bromo-N-[4-(trifluoromethoxy)phenyl]isoquinoline-1-carboxamide